2-(3-bromo-2-fluoro-phenyl)-2,2-difluoro-acetic acid ethyl ester C(C)OC(C(F)(F)C1=C(C(=CC=C1)Br)F)=O